5-[[(6S)-2-(6-oxo-7-oxa-2,5-diazaspiro[3.4]octane-2-carbonyl)-2-azaspiro[3.4]octan-6-yl]oxy]-2-(trifluoromethyl)pyridine-4-carbonitrile O=C1NC2(CN(C2)C(=O)N2CC3(C2)C[C@H](CC3)OC=3C(=CC(=NC3)C(F)(F)F)C#N)CO1